OCCCOP(=O)CC=NO (2-(hydroxyimino)ethyl)phosphinic acid hydroxypropyl ester